CCCCCCCC/C=C\CCCCCCCCCC(=O)O[C@H](COC(=O)CCCCCCC/C=C\C/C=C\C/C=C\CC)COP(=O)(O)OC[C@H](CO)O 1-(9Z,12Z,15Z-octadecatrienoyl)-2-(11Z-eicosenoyl)-glycero-3-phospho-(1'-sn-glycerol)